C1CCC12CN(CC2)CC2=CC=1C=NC(=CC1N2)CNC(=O)C=2N=C1N(C(C2)=O)C=CC=C1 N-((2-((6-azaspiro[3.4]octan-6-yl)methyl)-1H-pyrrolo[3,2-c]pyridin-6-yl)methyl)-4-oxo-4H-pyrido[1,2-a]pyrimidine-2-carboxamide